2H-thiopyrane S1CC=CC=C1